C(CCC)C1(NC2=CC=C(C=C2C(=C1)OC)OC)C=CC(=O)OCCC[Si](OCC)(OCC)C 2-butyl-4,6-dimethoxyquinolineacryloxypropylmethyldiethoxysilane